2-(4-((4-(4-ethoxyphenyl)-5-oxo-4,5-dihydro-1H-1,2,4-triazol-1-yl)methyl)-2-methylphenoxy)-2-methylpropanoic acid ethyl ester C(C)OC(C(C)(C)OC1=C(C=C(C=C1)CN1N=CN(C1=O)C1=CC=C(C=C1)OCC)C)=O